(3R,4R)-1-(cyclopropylsulfonyl)-4-((7-(1-(difluoromethyl)-1H-imidazol-4-yl)-5-fluoropyrrolo[2,1-f][1,2,4]triazin-2-yl)amino)piperidin-3-ol C1(CC1)S(=O)(=O)N1C[C@H]([C@@H](CC1)NC1=NN2C(C=N1)=C(C=C2C=2N=CN(C2)C(F)F)F)O